4-(4,4-dimethyl-2,5-dioxo-3-(2-(8-cyanoquinolin-5-ylamino)ethyl)imidazolin-1-yl)-2-(trifluoromethyl)benzonitrile CC1(N(C(N(C1=O)C1=CC(=C(C#N)C=C1)C(F)(F)F)=O)CCNC1=C2C=CC=NC2=C(C=C1)C#N)C